C(C=C)C=1C2C3C4CCC(C3C(C1)C2)C4 3-allyltetracyclo[4.4.0.12,5.17,10]-3-dodecene